Methyl 2,4,6-tri-O-acetyl-3-deoxy-3-[4-(3,4,5-trifluorophenyl)-oxazol-2-yl]-α-D-galactopyranoside C(C)(=O)O[C@H]1[C@@H](OC)O[C@@H]([C@@H]([C@@H]1C=1OC=C(N1)C1=CC(=C(C(=C1)F)F)F)OC(C)=O)COC(C)=O